FC=1C=C(C=C2C=C(C=NC12)N1CCOCC1)CN1C[C@H]([C@@H](C1)COC)OC=1C=C2CN(C(C2=CC1)=O)[C@@H]1C(NC(CC1)=O)=O (S)-3-(5-(((3S,4S)-1-((8-fluoro-3-morpholinoquinolin-6-yl)methyl)-4-(methoxymethyl)pyrrolidin-3-yl)oxy)-1-oxoisoindolin-2-yl)piperidine-2,6-dione